3-fluoro-2-(2-methoxy-4,6-dimethyl-phenyl)-7-(1-methyl-3-piperidyl)-1,8-naphthyridine FC=1C(=NC2=NC(=CC=C2C1)C1CN(CCC1)C)C1=C(C=C(C=C1C)C)OC